9-{4-[3-(trifluoromethyl)phenoxy]phenyl}-3,4-dihydropyrido[2,1-c][1,2,4]thiadiazine 2,2-dioxide FC(C=1C=C(OC2=CC=C(C=C2)C2=CC=CN3C2=NS(CC3)(=O)=O)C=CC1)(F)F